2,6-bis((E)-4-(pyridin-3-yl)benzylidene)cyclohexanone N1=CC(=CC=C1)C1=CC=C(\C=C/2\C(/C(/CCC2)=C/C2=CC=C(C=C2)C=2C=NC=CC2)=O)C=C1